p-ethoxytoluene C(C)OC1=CC=C(C)C=C1